(2-(1-(4-chlorophthalazin-1-yl)piperidin-4-yl)ethyl)sulfonamide ClC1=NN=C(C2=CC=CC=C12)N1CCC(CC1)CCS(=O)(=O)N